N-prop-2-enyl-1H-pyrazole C(C=C)N1N=CC=C1